ClC1=CC=C(C=C1)S(=O)(=O)NC1=CC=C(C2=CC=CC=C12)N([C@H](CC(=O)O)C)CC#C (S)-3-((4-((4-chlorophenyl)sulfonamido)naphthalen-1-yl)(prop-2-yn-1-yl)amino)butanoic acid